(E)-3-methoxy-N'-(1-(pyridin-4-yl)ethylidene)benzohydrazide COC=1C=C(C(=O)N/N=C(\C)/C2=CC=NC=C2)C=CC1